CNCC1=CN(C=C1)S(=O)(=O)C=1C=NC=CC1 N-methyl-1-(3-pyridylsulfonyl)-1H-pyrrole-3-methanamine